BrC=1C(=NN(C1)C=1C=C(C=NC1)NC(C=C)=O)[N+](=O)[O-] N-(5-(4-bromo-3-nitro-1H-pyrazol-1-yl)pyridin-3-yl)acrylamide